(E)-2-cyano-3-(5-(4-(11-(diphenylamino)-13,13-bis(4-hexylphenyl)-3-phenyl-3,13-dihydrobenzo[h]indeno[2,1-f]chromen-3-yl)phenyl)thiophen-2-yl)acrylic acid C(#N)/C(/C(=O)O)=C\C=1SC(=CC1)C1=CC=C(C=C1)C1(OC2=C3C(=C4C(=C2C=C1)C(C=1C=C(C=CC14)N(C1=CC=CC=C1)C1=CC=CC=C1)(C1=CC=C(C=C1)CCCCCC)C1=CC=C(C=C1)CCCCCC)C=CC=C3)C3=CC=CC=C3